CN1N=C(N=C1)N1[C@H]([C@H](CC1)NS(=O)(=O)C)CO[C@@H]1CC[C@@H](CC1)C1=CC=CC=C1 N-((CIS)-1-(1-methyl-1H-1,2,4-triazol-3-yl)-2-((((CIS)-4-phenylcyclohexyl)oxy)methyl)-pyrrolidin-3-yl)methanesulfonamide